2',5'-bis(phenylethynyl)-1,1':4',1''-terphenyl C1(=CC=CC=C1)C#CC1=C(C=C(C(=C1)C1=CC=CC=C1)C#CC1=CC=CC=C1)C1=CC=CC=C1